CC(C)C1=C(C(=CC(=C1)C(C)C)C(C)C)S(=O)(=O)Cl 2,4,6-tris(propan-2-yl)benzene-1-sulfonyl chloride